C(C)(=O)C1=C(OCCNC(OC(C)(C)C)=O)C=C(C=C1)Br tert-Butyl (2-(2-acetyl-5-bromophenoxy)ethyl)carbamate